BrC=1C=C(C=CC1OC)/C(=C/C(=O)OCC)/C(F)(F)F ethyl (Z)-3-(3-bromo-4-methoxyphenyl)-4,4,4-trifluorobut-2-enoate